N-ethyl-N-(piperidin-4-yl)-6-[4-(1H-pyrazol-4-yl)-1,3-benzothiazol-7-yl]pyridazin-3-amine C(C)N(C=1N=NC(=CC1)C1=CC=C(C=2N=CSC21)C=2C=NNC2)C2CCNCC2